[N+](=O)([O-])C=1C=C(OC2CCOCC2)C=CC1 4-(3-Nitrophenoxy)tetrahydro-2H-pyran